C1=NC=C(C2=CC=CC=C12)N1C(N(C[C@@H]1C#N)C1=NC(=CC=C1)C(F)(F)F)=O (R)-3-(isoquinolin-4-yl)-2-oxo-1-(6-(trifluoromethyl)pyridin-2-yl)imidazolidine-4-carbonitrile